CC=1C=C(CC2=NC(N=C2)=O)C=CC1 3-methylbenzylimidazol-2-one